tert-butyl (S)-6-diazo-2-((R)-2-methoxypropanamido)-5-oxohexanoate [N+](=[N-])=CC(CC[C@@H](C(=O)OC(C)(C)C)NC([C@@H](C)OC)=O)=O